N-(3-(2-oxopropyl)-1,2,4-thiadiazol-5-yl)-4-(3-(trifluoromethyl)phenyl)furan-2-carboxamide O=C(CC1=NSC(=N1)NC(=O)C=1OC=C(C1)C1=CC(=CC=C1)C(F)(F)F)C